C(C)(C)(C)OC(=O)NCCC(=O)NC=1N=C(N(C1)C)C(=O)O 4-[3-[(Tert-butoxycarbonyl)amino]propanamido]-1-methylimidazole-2-carboxylic acid